9-(6-chloro-5-(difluoromethoxy)pyridin-2-yl)-7,7-difluorospiro[4.5]decan-6-ol ClC1=C(C=CC(=N1)C1CC(C(C2(CCCC2)C1)O)(F)F)OC(F)F